7-[7-(4-chloro-2-methyl-2H-indazol-5-yl)-5H-pyrrolo[2,3-b]pyrazin-3-yl]-2,7-diazaspiro[3.5]nonane ClC=1C2=CN(N=C2C=CC1C1=CNC2=NC(=CN=C21)N2CCC1(CNC1)CC2)C